Tetraglycidylxylylenediamine C(C1CO1)N(CC=1C(=CC=CC1)CN(CC1CO1)CC1CO1)CC1CO1